ClC=1C(=CC(=C(N)C1)F)C1=C(C=NC=C1)OC 5-Chloro-2-fluoro-4-(3-methoxypyridin-4-yl)aniline